CN1N=C2N(C3=CC=C(C=C3C2=C1)C(=O)OCC)C1=CC=C(C=C1)C(F)(F)F Ethyl 2-methyl-8-[4-(trifluoromethyl)phenyl]-2H,8H-pyrazolo[3,4-b]indole-5-carboxylate